1-(3-cyanophenyl)-N-(3-(3-cyclopropyl-1-hydroxy-1-(pyridin-2-yl)propyl)phenyl)-3-(trifluoromethyl)-1H-pyrazole-5-carboxamide C(#N)C=1C=C(C=CC1)N1N=C(C=C1C(=O)NC1=CC(=CC=C1)C(CCC1CC1)(C1=NC=CC=C1)O)C(F)(F)F